FC1=C2C(C=C(NC2=CC(=C1C#CC1=CC=CC=C1)F)C=1C=C(C#N)C=CC1S(=O)(=O)C)=O 3-(5,7-Difluoro-4-oxo-6-(phenylethynyl)-1,4-dihydroquinolin-2-yl)-4-(methylsulfonyl)benzonitrile